2-(2,4-dimethylphenyl)quinazoline CC1=C(C=CC(=C1)C)C1=NC2=CC=CC=C2C=N1